C1(CCCCC1)NCCC[Si](OC)(OC)OC N-cyclohexyl-3-aminopropyltrimethoxysilane